oxazole-3-carboxylate O1CN(C=C1)C(=O)[O-]